(2S,5R)-5-ethyl-2-methylpiperazine-1-carboxylic acid benzyl ester C(C1=CC=CC=C1)OC(=O)N1[C@H](CN[C@@H](C1)CC)C